benzo[d]isothiazol-6-yl triflate O(S(=O)(=O)C(F)(F)F)C1=CC2=C(C=NS2)C=C1